(hydroxymethyl)-1,3-dimethyl-3-(2-oxo-2-(o-tolyl)ethyl)indol-2-one neohexyl-formate C(CC(C)(C)C)OC=O.OCC1=C2C(C(N(C2=CC=C1)C)=O)(CC(C1=C(C=CC=C1)C)=O)C